N-((S)-1-(6-((R)-Cyclopropyl(2-(3,3-difluorocyclobutyl)acetamido)methyl)-1H-benzo[d]imidazol-2-yl)-2-(6,6-difluorospiro[3.3]heptan-2-yl)ethyl)-1-isopropyl-1H-pyrazole-5-carboxamide C1(CC1)[C@H](C=1C=CC2=C(NC(=N2)[C@H](CC2CC3(C2)CC(C3)(F)F)NC(=O)C3=CC=NN3C(C)C)C1)NC(CC1CC(C1)(F)F)=O